7-[(3S,4R,5R)-3,4-bis(benzyloxy)-5-[(benzyloxy)methyl]-3-Methyloxapentan-2-yl]Quinazoline-2,4-diol C(C1=CC=CC=C1)O[C@@](C(O)C1=CC=C2C(=NC(=NC2=C1)O)O)([C@@H](CCOCC1=CC=CC=C1)OCC1=CC=CC=C1)C